CC1=C(C(NC(=C1)C)=O)CC1=C(C(=C(C(=O)N)C=C1)C)N(C1CCOCC1)C ((4,6-dimethyl-2-oxo-1,2-dihydropyridin-3-yl)methyl)-3-(methyl-(tetrahydro-2H-pyran-4-yl)amino)-2-methylbenzamide